1-(3-((4-((3,4-dichlorophenyl)amino)-7-methoxyquinazolin-6-yl)oxy)azetidin-1-yl)-prop-2-en-1-one ClC=1C=C(C=CC1Cl)NC1=NC=NC2=CC(=C(C=C12)OC1CN(C1)C(C=C)=O)OC